N-(acetamidoethyl)-2-cyclopropylmethoxy-4-(2-bromo-3-phenylbenzyloxy)-5-chlorobenzylamine C(C)(=O)NCCNCC1=C(C=C(C(=C1)Cl)OCC1=C(C(=CC=C1)C1=CC=CC=C1)Br)OCC1CC1